3-(5-(difluoromethyl)-1,3,4-thiadiazol-2-yl)-8-((3S,5R)-3,5-dimethylpiperazin-1-yl)-N-(1-methylcyclopropyl)imidazo[1,5-a]pyridine-6-sulfonamide formate C(=O)O.FC(C1=NN=C(S1)C1=NC=C2N1C=C(C=C2N2C[C@@H](N[C@@H](C2)C)C)S(=O)(=O)NC2(CC2)C)F